methyl 3-(1-(((benzyloxy)carbonyl)amino)cyclopropyl)-5-(2-methoxy-2-oxoethyl)-2-methyl-2,5-dihydro-1,2,4-oxadiazole-5-carboxylate C(C1=CC=CC=C1)OC(=O)NC1(CC1)C=1N(OC(N1)(C(=O)OC)CC(=O)OC)C